ethanediamin C(C)(N)N